C(C)C1=C(C(=C(C=C1F)C1=CC(=NC=2CCN(C(C12)C(=O)N)C(CC1=CC(=NO1)O)=O)COC)[Si](C)(C)C)F 4-(ethyl(trimethylsilyl)-3,5-difluorophenyl)-6-((3-hydroxy-1,2-oxazol-5-yl)acetyl)-2-methoxymethyl-5,6,7,8-tetrahydro-1,6-naphthyridine-5-carboxamide